ClC1=CC(=CC(=N1)N1CCN(CC1)S(=O)(=O)C1=CC=C(C=C1)N1C(CCC1)=O)C(F)(F)F 1-(4-((4-(6-chloro-4-(trifluoromethyl)pyridin-2-yl)piperazin-1-yl)sulfonyl)phenyl)pyrrolidin-2-one